ClC=1C=C2C(=NC(=NC2=C(C1C1=CC=CC2=C1N=C(S2)N)F)OC2=C1CCN(CC1=CC=C2)C)N2CCNCC(C2)(F)F 4-(6-chloro-4-(6,6-difluoro-1,4-diazepan-1-yl)-8-fluoro-2-((2-methyl-1,2,3,4-tetra-hydroisoquinolin-5-yl)oxy)-quinazolin-7-yl)benzo[d]-thiazol-2-amine